O1C(=CC=C1)CNC1=NC=NC2=CC(=CC=C12)OC N-(furan-2-ylmethyl)-7-methoxyquinazolin-4-amine